N-(3-chloro-5-(methylsulfonamido)phenyl)-1-methyl-5-(5-((1-methylazetidin-3-yl)oxy)pyridin-2-yl)-1H-pyrrole-3-carboxamide ClC=1C=C(C=C(C1)NS(=O)(=O)C)NC(=O)C1=CN(C(=C1)C1=NC=C(C=C1)OC1CN(C1)C)C